4-(benzyloxy)-7-bromo-2-(cyclohexyloxy)benzo[d]oxazole C(C1=CC=CC=C1)OC1=CC=C(C2=C1N=C(O2)OC2CCCCC2)Br